((1R,5S)-8-oxa-3-azabicyclo[3.2.1]octan-3-yl)(4-((5-chloro-4-(1-methyl-1H-pyrazol-4-yl)pyrimidin-2-yl)amino)-3-methoxyphenyl)methanone [C@H]12CN(C[C@H](CC1)O2)C(=O)C2=CC(=C(C=C2)NC2=NC=C(C(=N2)C=2C=NN(C2)C)Cl)OC